ClC=1C2=C(N=CN1)C(=CC(=N2)C2=CC=C(C=C2)F)C(=O)OC methyl 4-chloro-6-(4-fluorophenyl)pyrido[3,2-d]pyrimidine-8-carboxylate